3-[1-(2-Amino-3,3,3-trifluoro-propanoyl)-4-piperidyl]-1-sulfamoyl-pyrrole-2-carboxylic acid NC(C(=O)N1CCC(CC1)C1=C(N(C=C1)S(N)(=O)=O)C(=O)O)C(F)(F)F